(2s,4s)-4-fluoro-2-(hydroxymethyl)pyrrolidine-1-carboxylic acid tert-butyl ester C(C)(C)(C)OC(=O)N1[C@@H](C[C@@H](C1)F)CO